COC1=CC=C(C=C1)CN1N=C(C=C(C1=O)C)CCCCC(=O)OCC ethyl 5-[1-[(4-methoxyphenyl)methyl]-5-methyl-6-oxo-pyridazin-3-yl]pentanoate